OC1=C(C(N(C=C1)C)=O)NC(N[C@@H](CC(=O)O)C=1C=C(C(=CC1)OC(F)(F)F)C1=C(C=CC=C1)C)=O (S)-3-(3-(4-hydroxy-1-methyl-2-oxo-1,2-dihydropyridin-3-yl)ureido)-3-(2'-methyl-6-(trifluoromethoxy)biphenyl-3-yl)propionic acid